ClC1=CC=C(C=C1)NC(C(C)N1CC2C(CC1)CN(C2)C2=CC=NC1=CC=C(C=C21)F)=O N-(4-chlorophenyl)-2-(2-(6-fluoroquinolin-4-yl)octahydro-5H-pyrrolo[3,4-c]pyridin-5-yl)propanamide